oxazolo[4,5-b]pyridin O1C=NC2=NC=CC=C21